C(#N)C1=CC(=C(C=C1)CCCC(=O)O)NC(=O)[C@H]1[C@]2(C1)CCOC1=CC=C(C=C12)C=1C=NC(=CC1)C 4-[4-cyano-2-({[(2'R,4S)-6-(6-methyl-3-pyridinyl)-2,3-dihydrospiro[chromene-4,1'-cyclopropan]-2'-yl]carbonyl}amino)phenyl]butanoic acid